3,5-difluoro-4-[4-[4-(trifluoromethoxy)phenyl]phenyl]aniline FC=1C=C(N)C=C(C1C1=CC=C(C=C1)C1=CC=C(C=C1)OC(F)(F)F)F